(1R,2S)-2-[1-(tert-Butoxycarbonyl)-3-[2H,3H-furo[2,3-c]pyridin-7-ylamino]indazol-6-yl]-5'-methoxy-2'-oxospiro[cyclopropane-1,3'-indole]-1'-carboxylic acid tert-butyl ester C(C)(C)(C)OC(=O)N1C([C@@]2(C3=CC(=CC=C13)OC)[C@@H](C2)C2=CC=C1C(=NN(C1=C2)C(=O)OC(C)(C)C)NC=2N=CC=C1C2OCC1)=O